2-ethoxyphenyl-N'-(2-ethylphenyl)ethanediamide C(C)OC1=C(C=CC=C1)NC(C(=O)NC1=C(C=CC=C1)CC)=O